(R)-7-(3-cyanophenyl)-N-(1-cyanopyrrolidin-3-yl)imidazo[1,2-a]pyridine-3-carboxamide C(#N)C=1C=C(C=CC1)C1=CC=2N(C=C1)C(=CN2)C(=O)N[C@H]2CN(CC2)C#N